ClC1=CC=C(C=C1)CN1C(=NC=2N(C(CN(C(C21)=O)CCOC2OCCN2)=O)C)OC2=CC(=CC=C2)OC(F)(F)F 1-[(4-chlorophenyl)methyl]-4-methyl-7-[2-(oxazolidin-2-yloxy)ethyl]-2-[3-(trifluoromethoxy)phenoxy]-1h,4h,5h,6h,7h,8h-imidazo[4,5-e][1,4]diazepine-5,8-dione